NC1=NC2=C(C=3N1N=C(N3)C=3OC=CC3)C=NN2C(C(=O)NCC2(COC2)O)(CC)C2=CC=CC=C2 2-(5-amino-2-(furan-2-yl)-7H-pyrazolo[4,3-e][1,2,4]triazolo[1,5-c]pyrimidin-7-yl)-N-((3-hydroxyoxetan-3-yl)methyl)-2-phenylbutanamide